ClC=1N=C(NC1[C@H]1[C@H](CN(CC1)S(=O)(=O)C=1C=NC(=NC1)OC)C)C1=NC=C(C=C1)F 5-[[(3R,4R)-4-[4-Chloro-2-(5-fluoro-2-pyridyl)-1H-imidazol-5-yl]-3-methyl-1-piperidyl]sulfonyl]-2-methoxy-pyrimidine